COC=1C=CC=C2C(=NC=NC12)N[C@H](C)C=1C=NC(=NC1)C(F)(F)F (R)-8-methoxy-N-(1-(2-(trifluoromethyl)pyrimidin-5-yl)ethyl)quinazolin-4-amine